BrC1=CN=C(C2=CC(=NC=C12)Cl)C(=C)C 4-bromo-7-chloro-1-(prop-1-en-2-yl)-2,6-naphthyridine